ClC1=CC(=NC=C1)C(C(CN1CCCC1)NC(OCC1=CC=CC=C1)=O)O (+/-)-benzyl (1-(4-chloropyridin-2-yl)-1-hydroxy-3-(pyrrolidin-1-yl)propan-2-yl)carbamate